ClC1=C(C(=CC=C1)Cl)N1CC(C1)C=1C=C2CCC(C2=CC1)N1CC(CC1)(O)C (5-(1-(2,6-dichlorophenyl)azetidin-3-yl)-2,3-dihydro-1H-inden-1-yl)-3-methylpyrrolidin-3-ol